ClC1=C(C=CC=C1NC(=O)C=1N(C2=C(CNCC2)N1)C)C1=C(C(=CC=C1)NC=1N=CC=C2C=C(C=NC12)CN1CCCC1)C N-(2-chloro-2'-methyl-3'-(3-(pyrrolidin-1-ylmethyl)-1,7-naphthyridin-8-ylamino)biphenyl-3-yl)-1-methyl-4,5,6,7-tetrahydro-1H-imidazo[4,5-c]pyridine-2-carboxamide